3-[[[[3-[[(1,1-dimethylethoxy)carbonyl]amino]-1-methylpropoxy]carbonyl]oxy]methyl]-2-methyl-1-[(2,3,4,9-tetrahydro-9-methyl-4-oxo-1H-carbazol-3-yl)methyl]-1H-imidazolium chloride [Cl-].CC(C)(OC(=O)NCCC(OC(=O)OC[N+]1=C(N(C=C1)CC1CCC=2N(C3=CC=CC=C3C2C1=O)C)C)C)C